ClC=1C(=C(NC=2C3=C(N=CN2)C=C(C(=N3)N3CCN(C2(CC2)C3)C(=O)OC(C)(C)C)F)C=CC1O)F tert-butyl 7-[4-(3-chloro-2-fluoro-4-hydroxy-anilino)-7-fluoro-pyrido[3,2-d]pyrimidin-6-yl]-4,7-diazaspiro[2.5]octane-4-carboxylate